ClC=1C=CC(=C(C1)C1=CC(N(C=C1OC)C(C(=O)NC1=CC(=C(C(=O)N)C=C1)F)CCOC)=O)C1=CC(=NO1)C 4-[(2-{4-[5-chloro-2-(3-methyl-1,2-oxazol-5-yl)phenyl]-5-methoxy-2-oxopyridin-1(2H)-yl}-4-methoxybutyryl)amino]-2-fluorobenzamide